N-(N,N-dimethyl-2-aminocyclohepta[b]benzofur-9-yl)imidazole CN(C1=CC=C2C(=C3C(O2)=CC=CC(=C3)N3C=NC=C3)C1)C